4-(1-fluoro-1-((1-methyl-1H-pyrazol-5-yl)sulfonyl)ethyl)-N-(1,2,3-thiadiazol-5-yl)piperidine-1-carboxamide FC(C)(S(=O)(=O)C1=CC=NN1C)C1CCN(CC1)C(=O)NC1=CN=NS1